FC(C(=O)O)(F)F.NC=1N=CC(=NC1N1N=CN=C1)C=1C=C(C=CC1C([2H])([2H])[2H])S(=O)(=O)NC12CC(C1)(C2)C#N 3-(5-Amino-6-(1H-1,2,4-triazol-1-yl)pyrazin-2-yl)-N-(3-cyanobicyclo[1.1.1]pentan-1-yl)-4-(methyl-d3)benzenesulfonamide Trifluoroacetate Salt